2-iodo-N-(4-trifluoromethoxyphenyl)benzamide IC1=C(C(=O)NC2=CC=C(C=C2)OC(F)(F)F)C=CC=C1